Diethyl-vinyl-silane C(C)[SiH](C=C)CC